[NH4+].[NH4+].C(CC(O)(C(=O)O)CC(=O)[O-])(=O)[O-] Citric acid diammonium salt